CN1CCN(CC1)C(C)C1=NC=CC=C1 2-(1-(4-methylpiperazin-1-yl)ethyl)pyridin